(e)-5-(2-(1-trityl-1H-imidazol-4-yl)benzylidene)-5,6,7,8-tetrahydropyrazolo[1,5-a]azepin-4-one C(C1=CC=CC=C1)(C1=CC=CC=C1)(C1=CC=CC=C1)N1C=NC(=C1)C1=C(\C=C/2\C(C=3N(CCC2)N=CC3)=O)C=CC=C1